C(C)(C)(C)OC(=O)N1CC=2C(=NN3C2C(CCC(C3)=C)(F)F)CC1.BrCCC=1C(N=C3C=CC=CC13)=O bromoethyl-2-indolone tert-butyl-11,11-difluoro-8-methylene-3,4,8,9,10,11-hexahydro-1H-pyrido[4',3':3,4]pyrazolo[1,5-a]azepine-2(7H)-carboxylate